OC1=C(C=C(C=C1C(C)(C)C)CC=1C(=C(C(=C(C1C)CC1=CC(=C(C(=C1)C(C)(C)C)O)C(C)(C)C)C)CC1=CC(=C(C(=C1)C(C)(C)C)O)C(C)(C)C)C)C(C)(C)C 4-((3,5-bis((4-hydroxy-3,5-ditert-butyl-phenyl)methyl)-2,4,6-trimethylphenyl)methyl)-2,6-ditert-butyl-phenol